C(C(C)C)(=O)NCC1CN(CC1)C(=O)NC1=CC=C(C=C1)OC(F)(F)F 3-(isobutyramidomethyl)-N-(4-(trifluoromethoxy)phenyl)pyrrolidine-1-carboxamide